C(C)OC(=O)C=1C=NN(C1)CC=1C(=NC(=CC1)N1CC2(CC2)C1)C=C 1-[(6-{5-Azaspiro[2.3]hex-5-yl}-2-vinylpyridin-3-yl)methyl]-1H-pyrazole-4-carboxylic acid ethyl ester